[Cu].N1=CC=CC2=CC=CC=C12 quinoline copper